(S)-4-((3-chloro-2,4-difluorophenyl)(methyl)carbamoyl)-3-(1-Methyl-4-(trifluoromethyl)-1H-pyrrolo[2,3-b]pyridin-6-yl)-2-oxoimidazolidine-1-carboxylic acid tert-butyl ester C(C)(C)(C)OC(=O)N1C(N([C@@H](C1)C(N(C)C1=C(C(=C(C=C1)F)Cl)F)=O)C1=CC(=C2C(=N1)N(C=C2)C)C(F)(F)F)=O